(R)-5-(pyrrolidin-2-yl)oxazol-2(3H)-one N1[C@H](CCC1)C1=CNC(O1)=O